3-(4-(((1-(6-(5-((R)-2-(2,4-difluorophenyl)pyrrolidin-1-yl)pyrazolo[1,5-a]pyrimidin-3-yl)pyridin-2-yl)piperidin-4-yl)(methyl)amino)methyl)phenyl)piperidine-2,6-dione FC1=C(C=CC(=C1)F)[C@@H]1N(CCC1)C1=NC=2N(C=C1)N=CC2C2=CC=CC(=N2)N2CCC(CC2)N(C)CC2=CC=C(C=C2)C2C(NC(CC2)=O)=O